ClC=1C(=C(C(=CC1)F)C=1C(N(N=C(C1O)C)C)=O)CCC=1C=C2C(=NC1)N(C=C2)C 4-[3-chloro-6-fluoro-2-[2-(1-methylpyrrolo[2,3-b]pyridin-5-yl)ethyl]phenyl]-5-hydroxy-2,6-dimethyl-pyridazin-3-one